D-altrose O=C[C@@H](O)[C@H](O)[C@H](O)[C@H](O)CO